2-(3,5-bis(trifluoromethyl)phenyl)-5-(1-propyl-1H-pyrazol-4-yl)-N4-(1,2,3,4-tetrahydroisoquinolin-7-yl)pyrimidine-2,4-diamine FC(C=1C=C(C=C(C1)C(F)(F)F)C1(NC=C(C(=N1)NC1=CC=C2CCNCC2=C1)C=1C=NN(C1)CCC)N)(F)F